S1SC=NC=C1 1,2,4-dithiazine